7-(benzyloxy)-10-fluoro-2-methyl-3,6-dihydro-3,6-methanobenzo[c]azocin-1(2H)-one C(C1=CC=CC=C1)OC1=CC=C(C=2C(N(C3C=CC(C21)C3)C)=O)F